C(C)(C)(C)OC(C([C@@H](CCCCCOS(=O)(=O)C1=CC=C(C)C=C1)OC)(C)C)=O |r| rac-3-methoxy-2,2-dimethyl-8-(p-toluenesulfonyloxy)octanoic acid tert-butyl ester